CN(C)CC1(CC1)COC=1N=C(C2=C(N1)CN(CC2)C2=CC=CC1=CC=CC(=C21)CC)OS(=O)(=O)C2=CC=C(C=C2)C.C(C)C2=NC=CN=C2CC 2,3-Diethyl-pyrazine 2-((1-((dimethylamino)methyl)cyclopropyl)methoxy)-7-(8-ethylnaphthalen-1-yl)-5,6,7,8-tetrahydropyrido[3,4-d]pyrimidin-4-yl-4-methylbenzenesulfonate